4,4,5,5-tetramethyl-2-(3-methylene-2,3-dihydro-1H-inden-4-yl)-1,3,2-dioxaborolane CC1(OB(OC1(C)C)C1=C2C(CCC2=CC=C1)=C)C